N1(CCCCCC1)C1=NC(=C(C(=C1C(=O)NC1=CC(=CC=C1)S(=O)(=O)C)C)Cl)C 2-(azepan-1-yl)-5-chloro-4,6-dimethyl-N-(3-methylsulfonyl-phenyl)pyridine-3-carboxamide